OC1=C(C=C2C=3C(=C(C(=CC3CCC2=C1)OC)OC)OC)OC 7-hydroxy-2,3,4,6-tetramethoxy-9,10-dihydrophenanthrene